2-(4-methoxybenzylthio)-2-methylpropyl-ethylenediamine COC1=CC=C(CSC(CNCCN)(C)C)C=C1